C(C(C)C)(=O)N1CCC(CC1)C(=O)N(C1=CC(=CC=C1)C(F)(F)F)CC1=CC=C(C=C1)C1=NOC(=N1)C(F)(F)F 1-isobutyryl-N-(4-(5-(trifluoromethyl)-1,2,4-oxadiazol-3-yl)benzyl)-N-(3-(trifluoromethyl)phenyl)piperidine-4-carboxamide